dimethyl-trimethyl-ammonium behenate chloride [Cl-].C(CCCCCCCCCCCCCCCCCCCCC)(=O)[O-].CC([NH+](C)C)C.CC(C)[NH+](C)C